C(C)(C)(C)[S@@](=O)N[C@@H]1C2=CC(=CC(=C2CC12CCN(CC2)C(=O)OC(C)(C)C)F)F tert-butyl (1S)-1-[[(R)-tert-butylsulfinyl]amino]-4,6-difluoro-spiro[indane-2,4'-piperidine]-1'-carboxylate